C1(CC1)COC=1C=C(CCC=2C=C(C(NC2)=O)C)C=CC1OC(F)F 5-(3-(cyclopropylmethoxy)-4-(difluoromethoxy)phenethyl)-3-methylpyridin-2(1H)-one